acetoxyandrosta-5,16-dien C(C)(=O)OC[C@@]12C=CC[C@H]1[C@@H]1CC=C3CCCC[C@]3(C)[C@H]1CC2